2,4-diamino-6-isopropyl-1,3,5-triazine NC1=NC(=NC(=N1)N)C(C)C